N-{1-Cyclooctyl-2-[3-methoxy-4-(morpholin-4-yl)anilino]-2-oxo-ethyl}-3-methyl-isoxazole-4-carboxamide C1(CCCCCCC1)C(C(=O)NC1=CC(=C(C=C1)N1CCOCC1)OC)NC(=O)C=1C(=NOC1)C